FC=1C(=C(C(=NC1)OC)C)C1=CC(=NN1C1OCCN1)C(=O)O 5-(5-fluoro-2-methoxy-3-methylpyridin-4-yl)-1-(oxazolidin-2-yl)pyrazole-3-carboxylic acid